5-chloro-2-methyl-6-(1-methylcyclopropyl)-3-(4,4,5,5-tetramethyl-1,3,2-dioxaborolan-2-yl)pyridine ClC=1C=C(C(=NC1C1(CC1)C)C)B1OC(C(O1)(C)C)(C)C